NC1=NC(=C(C(=N1)NCCCO)Cl)NC 3-((2-amino-5-chloro-6-(methylamino)pyrimidin-4-yl)amino)propan-1-ol